C(C)(=O)N[C@H](CC(C)C)C(=O)O.C[C@H]1CC[C@H](CN1)C(=O)OC methyl (3R,6S)-6-methylpiperidine-3-carboxylate acetyl-D-leucinate